monobutyric acid dilaurate C(CCCCCCCCCCC)(=O)O.C(CCCCCCCCCCC)(=O)O.C(CCC)(=O)O